2-((s)-1-acryloyl-4-(2'-(((S)-1-methylpyrrolidin-2-yl)methoxy)-5',6'-dihydrospiro[fluorene-9,7'-pyrano[2,3-d]pyrimidin]-4'-yl)piperazin-2-yl)acetonitrile C(C=C)(=O)N1[C@H](CN(CC1)C=1C2=C(N=C(N1)OC[C@H]1N(CCC1)C)OC1(CC2)C2=CC=CC=C2C=2C=CC=CC21)CC#N